CN(CCC)C 1-(dimethylamino)-propan